FC1(CCC(CC1)N1N=CC(=C1)N)F 1-(4,4-difluorocyclohexyl)-1H-pyrazol-4-amine